BrC=1SC2=C(N1)C(=CC(=C2Br)OC)OC 2,7-dibromo-4,6-dimethoxybenzo[d]thiazole